O[C@@H]1C[C@H](N(C1)C([C@H](C(C)C)C1=CC(=NO1)OC1CNCC1)=O)C(=O)N[C@@H](C)C1=CC=C(C=C1)C1=C(N=CS1)C (2s,4R)-4-hydroxy-1-((2R)-3-methyl-2-(3-(pyrrolidin-3-yloxy)isoxazol-5-yl)butanoyl)-N-((S)-1-(4-(4-methylthiazol-5-yl)phenyl)ethyl)pyrrolidine-2-carboxamide